1-hexyl-2-propylpiperidinium methanesulfonate CS(=O)(=O)[O-].C(CCCCC)[NH+]1C(CCCC1)CCC